2-[(cyclopropylmethyl)(3,5-di-tert-butylphenyl)amino]pyrimidine-5-carboxylic Acid C1(CC1)CN(C1=NC=C(C=N1)C(=O)O)C1=CC(=CC(=C1)C(C)(C)C)C(C)(C)C